FC1(C(NC(C1)CO)=O)CCF 3-fluoro-3-(2-fluoroethyl)-5-(hydroxymethyl)pyrrolidin-2-one